sodium bismuth cerium [Ce].[Bi].[Na]